NCCC(CC=1C=NC=CC1)=O 4-Amino-1-(pyridin-3-yl)butanon